5-(4-Methoxyphenyl)-7-(trifluoromethyl)-3-pyrazolo[1,5-a]pyrimidinecarboxylic acid COC1=CC=C(C=C1)C1=NC=2N(C(=C1)C(F)(F)F)N=CC2C(=O)O